ClC=1C=C(C=CC1)C#CC1=NN=C2N1CCN(C2)C(=O)N(C)C 3-[2-(3-Chlorophenyl)ethynyl]-N,N-dimethyl-6,8-dihydro-5H-[1,2,4]triazolo[4,3-a]pyrazine-7-carboxamide